THIAZOLOTHIAZOLE S1C=NC2=C1SC=N2